tert-Butyl (6-((ethoxycarbonyl)amino)-5-methylpyridinyl)(methyl)carbamate C(C)OC(=O)NC1=C(C=CC(=N1)N(C(OC(C)(C)C)=O)C)C